5-[(7S)-2-chloro-5,7-dihydro-4H-thieno[2,3-c]Pyran-7-yl]Tetrahydrofuran-3,4-diol ClC1=CC2=C([C@@H](OCC2)C2C(C(CO2)O)O)S1